FC(C1=CC=C(C=N1)NC=1C(=NC=CN1)N1CCNCC1)(F)F 4-(3-((6-(trifluoromethyl)pyridin-3-yl)amino)pyrazin-2-yl)piperazin